3-cyclopropyl-1-((3,3-difluorocyclopentyl)methyl)-N-(2-(methylsulfonyl)pyridin-4-yl)-4-(trifluoromethyl)-1H-pyrazole-5-carboxamide C1(CC1)C1=NN(C(=C1C(F)(F)F)C(=O)NC1=CC(=NC=C1)S(=O)(=O)C)CC1CC(CC1)(F)F